2-amino-2-cinnolin-5-yl-acetonitrile NC(C#N)C1=C2C=CN=NC2=CC=C1